COC(=O)C=1C(N(C2=CC(=CC=C2C1N)I)C1=CC=C2C=CN=CC2=C1)=O 4-Amino-7-iodo-1-(isoquinolin-7-yl)-2-oxo-1,2-dihydroquinoline-3-carboxylic acid methyl ester